N=[S@@](=O)(C=1C=NC(=NC1)N1CCN(CC1)[C@H](C)C=1C=CC2=C(N=C(S2)C)C1)C (S)-Imino(methyl)(2-(4-((R)-1-(2-methylbenzo[d]thiazol-5-yl)ethyl)piperazin-1-yl)pyrimidin-5-yl)-λ6-sulfanone